N1(CC1)C1=NC=NC=N1 6-(1-aziridinyl)-1,3,5-triazine